C(OCCCN(C)C)(OCC(COCCCCCCCCCCCCCCCCCC)(COCCCCCCCCCCCCCCCCCC)COCCCCCCCCCCCCCCCCCC)=O 3-(dimethylamino)propyl (3-(octadecyloxy)-2,2-bis((octadecyl-oxy)methyl)propyl) carbonate